CC=1SC(=C(N1)C1=CC=CC=C1)OC1=CC(=NC=C1)NC=1C=C(C=CC1)CCC#N 3-(3-((4-((2-Methyl-4-phenylthiazol-5-yl)oxy)pyridin-2-yl)amino)phenyl)propanenitrile